2-phenyl-N-{[(3R,5aS,6R,8aS,9R,10S,12R,12aR)-3,6,9-trimethyldecahydro-12H-3,12-epoxypyrano[4,3-j][1,2]benzodioxepin-10-yl]methyl}acetamide C1(=CC=CC=C1)CC(=O)NC[C@@H]1[C@@H]([C@@H]2CC[C@H]([C@@H]3CC[C@]4(OO[C@]32[C@H](O1)O4)C)C)C